O(C1=CC=CC=C1)C1=NC=CC2=CC=CC=C12 1-phenoxyisoquinoline